3-(4-divinylphosphorylphenyl)-2-[4-(trifluoromethyl)phenoxy]pyridine C(=C)P(=O)(C=C)C1=CC=C(C=C1)C=1C(=NC=CC1)OC1=CC=C(C=C1)C(F)(F)F